NC(CO)CC1=CC2=NC(=CC(=C2S1)NCC=1SC=CC1)Cl 2-amino-3-(5-chloro-7-{[(thiophen-2-yl)methyl]amino}thieno[3,2-b]pyridin-2-yl)propan-1-ol